COC(=O)[C@H]1CCCC=2N1C(N(N2)CC2=CC(=NO2)C)=O |r| Methyl-(5RS)-2-[(3-methyl-1,2-oxazol-5-yl)methyl]-3-oxo-2,3,5,6,7,8-hexahydro[1,2,4]triazolo[4,3-a]pyridine-5-carboxylate